COC(C(C(C)O)=C)=O methyl-3-hydroxy-2-methylene-butanoate